(S)-methyl 2-(3-(2-(3-fluoroazetidin-1-yl) ethyl)-5-methyl-6-oxopyridazin-1(6H)-yl)-4-methylpentanoate FC1CN(C1)CCC1=NN(C(C(=C1)C)=O)[C@H](C(=O)OC)CC(C)C